methyl 3-(naphthalen-1-yl)-2-(pyridin-2-yl)imidazo[1,2-a]pyridin-7-carboxylate C1(=CC=CC2=CC=CC=C12)C1=C(N=C2N1C=CC(=C2)C(=O)OC)C2=NC=CC=C2